C(C1=C(C(=CC(=C1)C)CCCC)O)C1=C(C(=CC(=C1)C)CCCC)O methylenebis(4-methyl-6-butylphenol)